4-(3,3-dimethylpiperazin-1-yl)-N-(7-methyltetrazolo[1,5-a]pyridin-6-yl)-2,3-dihydro-1H-pyrrolo[2,3-b]pyridine-1-carboxamide 2,2,2-trifluoroacetate FC(C(=O)O)(F)F.CC1(CN(CCN1)C1=C2C(=NC=C1)N(CC2)C(=O)NC=2C(=CC=1N(C2)N=NN1)C)C